4-methoxy-N-phenethyl-3-(N-(2-(pyridin-2-yl)ethyl)sulfamoyl)benzamide COC1=C(C=C(C(=O)NCCC2=CC=CC=C2)C=C1)S(NCCC1=NC=CC=C1)(=O)=O